5-Acetyl-3-(hexahydropyridin-1-yl)-7-methyl-1H-pyrido[2,1-f]pyrimidin-1-one C(C)(=O)C1=CC(=CN2C(N=C(C=C21)N2CCCCC2)=O)C